CC(C=O)(C)C1=CC=C(C=C1)C(C)C 2-methyl-2-(para-iso-propylphenyl)-propionaldehyde